CN(C)C1=NC=NC2=C1N=CN2[C@H]3[C@@H]([C@@H]([C@H](O3)CO)NC(=O)[C@H](CC4=CC=C(C=C4)OC)N)O The molecule is an aminonucleoside antibiotic, derived from the Streptomyces alboniger bacterium, that causes premature chain termination during translation taking place in the ribosome. It has a role as a nucleoside antibiotic, an antiinfective agent, an antineoplastic agent, a protein synthesis inhibitor, an antimicrobial agent, an EC 3.4.11.14 (cytosol alanyl aminopeptidase) inhibitor and an EC 3.4.14.2 (dipeptidyl-peptidase II) inhibitor. It is a conjugate base of a puromycin(1+).